CC(C[Al](CC(C(CC)CC)C)CC(C(CC)CC)C)C(CC)CC tris(2-methyl-3-ethyl-pentyl)aluminum